5-[[3-[4-Chloro-5-methyl-3-(trifluoromethyl)pyrazol-1-yl]benzoyl]-methylamino]-1,3-benzodioxol ClC=1C(=NN(C1C)C=1C=C(C(=O)N(C2=CC3=C(OCO3)C=C2)C)C=CC1)C(F)(F)F